Ethyl 6-((1R,4R)-2-oxa-5-azabicyclo[2.2.1]heptan-5-yl)quinoline-4-carboxylate [C@H]12OC[C@H](N(C1)C=1C=C3C(=CC=NC3=CC1)C(=O)OCC)C2